tert-butyl (4-((3,4-dimethoxybenzyl)(methyl)amino)-2-methyl-4-oxobutyl)carbamate COC=1C=C(CN(C(CC(CNC(OC(C)(C)C)=O)C)=O)C)C=CC1OC